3-(1-methylpyrrolidin-2-yl)acrylic acid ethyl ester C(C)OC(C=CC1N(CCC1)C)=O